ClC=1C(=C(C=CC1)CNC(CN[C@H](C)C1CC1)=O)F (R)-N-(3-chloro-2-fluorophenylmethyl)-2-((1-cyclopropylethyl)amino)acetamide